7-(6-(3,3-dimethylpyrrolidin-1-yl)indolin-1-yl)-7-oxoheptanoic acid CC1(CN(CC1)C1=CC=C2CCN(C2=C1)C(CCCCCC(=O)O)=O)C